C(=O)(O)CC1=C(C(=O)O)C=CC(=C1)OC 2-(carboxymethyl)-4-methoxybenzoic acid